O[C@H]1[C@@H](CCCC1)N1C(NCC2=C1N=NC(=C2C)C2=C(C=C(C=C2)C(F)(F)F)O)=O 8-[(1R,2R)-2-hydroxycyclohexyl]-3-[2-hydroxy-4-(trifluoromethyl)phenyl]-4-methyl-5,8-dihydropyrimido[4,5-c]pyridazin-7(6H)-one